N-(pyridazin-3-yl)-3-(pyridin-4-yl)thieno[3,2-b]pyridin-5-amine N1=NC(=CC=C1)NC1=CC=C2C(=N1)C(=CS2)C2=CC=NC=C2